1-(3-(diethylamino)-4-fluorophenyl)-3-((5-(2,6-dioxopiperidin-3-yl)-6-oxo-5,6-dihydro-4H-thieno[2,3-c]pyrrol-2-yl)methyl)urea C(C)N(C=1C=C(C=CC1F)NC(=O)NCC1=CC2=C(C(N(C2)C2C(NC(CC2)=O)=O)=O)S1)CC